C(C)OC(=O)N1C(C=CC2=CC=CC=C12)OCC.ClC=1C=NN(C1CC1N(C(C2=CC=CC=C12)=O)CC1CCC=2NN=NC21)C 3-((4-chloro-1-methyl-1H-pyrazol-5-yl)methyl)-2-((1,4,5,6-tetrahydrocyclopenta[d][1,2,3]triazol-4-yl)methyl)isoindolin-1-one ethyl-2-ethoxy-1(2H)-quinolinecarboxylate